FC1=C(C=CC(=C1)C)C=1C2=C(N=C(N1)[C@@H]1C[C@@H](OCC1)C=1C=NN(C1)C)N=C(C(=C2)C)C 4-(2-fluoro-4-methylphenyl)-6,7-dimethyl-2-((2r,4s)-2-(1-methyl-1H-pyrazol-4-yl)tetrahydro-2H-pyran-4-yl)pyrido[2,3-d]pyrimidine